NC12C(OC3=C1C=CC(=C3)C(C)C)(C=3C(=CCC(C3C2)=O)[N+](=O)[O-])O 9b-amino-4b-hydroxy-7-isopropyl-4-nitro-4b,9b-dihydro-10H-indeno[1,2-b]benzofuran-1-one